FC1(CN(C1)C1=CC(=NC=C1)C(=O)N)F 4-(3,3-difluoroazetidin-1-yl)pyridine-2-carboxamide